2-[4-[3-[7-(5-chloropyrimidin-2-yl)-7-azaspiro[3.5]nonan-3-yl]propoxy]-2-fluoro-phenyl]-1-[3-[[[(2S,3R,4R,5R)-2,3,4,5,6-pentahydroxyhexyl]amino]methyl]-azetidin-1-yl]ethanone ClC=1C=NC(=NC1)N1CCC2(C(CC2)CCCOC2=CC(=C(C=C2)CC(=O)N2CC(C2)CNC[C@@H]([C@H]([C@@H]([C@@H](CO)O)O)O)O)F)CC1